OC1=CC=C2C\C(\C(C2=C1)=O)=C/C=1C=NC2=CC=CC=C2C1 (E)-6-hydroxy-2-(quinolin-3-ylmethylene)-2,3-dihydro-1H-inden-1-one